[Si](C1=CC=CC=C1)(C1=CC=CC=C1)(C(C)(C)C)O[C@H](CCO)C (S)-3-((tert-butyldiphenylsilyl)oxy)butan-1-ol